BrC=1C(=NC=CC1F)OC 3-bromo-4-fluoro-2-methoxy-pyridine